1-(3,5-dibromo-4-methoxyphenyl)-3-methyl-1H-pyrazol-5(4H)-one BrC=1C=C(C=C(C1OC)Br)N1N=C(CC1=O)C